COC=1N=CC(=NC1)CC(=O)NC1=NNC(=C1)[C@@H]1C[C@@H](CC1)N(C([O-])=O)CCC(F)(F)F (1R,3S)-3-(3-{[(5-methoxypyrazin-2-yl)acetyl]amino}-1H-pyrazol-5-yl)cyclopentyl(3,3,3-trifluoropropyl)carbamate